C(C)OP(OCC=1N=C2C(=NC(=NC2=NC1)N)N1N=CN=C1)OCC 6-(Diethoxyphosphinooxymethyl)-4-(1H-1,2,4-triazol-1-yl)-2-pteridinylamine